4-methoxy-6-(trimethylstannyl)pyridine-3-carbonitrile COC1=C(C=NC(=C1)[Sn](C)(C)C)C#N